ClC=1C=C(OC2C(C(C2(C)C)NC(C2=CC=C(C=C2)N2CCC(CC2)C=O)=O)(C)C)C=CC1C#N N-((1r,3r)-3-(3-chloro-4-cyanophenoxy)-2,2,4,4-tetramethylcyclobutyl)-4-(4-formylpiperidin-1-yl)benzamide